N1=NN(C2=NC=CC=C21)C2=CC(=C(C(=O)N([C@H]1CNCCC1)C1=NC=CC3=C1C=C(S3)C3CC3)C=C2)F (R)-4-(3H-[1,2,3]triazolo[4,5-b]pyridin-3-yl)-N-(2-cyclopropylthieno[3,2-c]pyridin-4-yl)-2-fluoro-N-(piperidin-3-yl)benzamide